4-((R)-2-azidobutan-2-yl)-6-chloro-1-(((R)-4-(methylthio)butan-2-yl)oxy)-2,7-naphthyridine N(=[N+]=[N-])[C@](C)(CC)C1=CN=C(C2=CN=C(C=C12)Cl)O[C@H](C)CCSC